N-(benzo[d]thiazol-5-ylmethyl)cyclobutanamine S1C=NC2=C1C=CC(=C2)CNC2CCC2